1-(Bicyclo[2.2.1]heptan-2-yl)-5-chloronaphthalene C12C(CC(CC1)C2)C2=CC=CC1=C(C=CC=C21)Cl